5-chloro-1-methyl-3-(pyrimidin-5-yl)-1H-pyrrolo[2,3-b]Pyridine ClC=1C=C2C(=NC1)N(C=C2C=2C=NC=NC2)C